COC=1C=C(C=C2C(NCC12)=O)C=O 7-methoxy-3-oxoisoindoline-5-carbaldehyde